C1(CC1)COC1=CC(N(C=C1C1=CN(C(C=C1)=O)C)CS(=O)(=O)C)=O 4-(cyclopropylmethoxy)-5-(1-methyl-6-oxopyridin-3-yl)-1-(methylsulfonylmethyl)pyridin-2-one